5-(5-fluoro-4,6-bis(methyl-d3)pyrimidin-2-yl)-1,2,3,3a,4,6a-hexahydrocyclopenta[c]pyrrole FC=1C(=NC(=NC1C([2H])([2H])[2H])C=1CC2C(CNC2)C1)C([2H])([2H])[2H]